FC=1C=C(N)C=CC1OC1=CC=NC2=CC(=CN=C12)C(F)(F)F 3-fluoro-4-((7-(trifluoromethyl)-1,5-naphthyridin-4-yl)oxy)aniline